O=C1C=2NC(=NC2N2C(N1CCC)=NC=C2)C=2C=NN(C2)CC#CC=2C=C(C(=O)OCC)C=CC2 Ethyl 3-[3-[4-(4-oxo-5-propyl-3H-imidazo[2,1-b]purin-2-yl)pyrazol-1-yl]prop-1-ynyl]benzoate